(3-(phenoxymethyl)piperidin-1-yl)(5-(1-phenylcyclopentyl)-1,3,4-oxadiazol-2-yl)methanone O(C1=CC=CC=C1)CC1CN(CCC1)C(=O)C=1OC(=NN1)C1(CCCC1)C1=CC=CC=C1